N,N'-(3,4-dimethylenehexane-1,6-diyl)bis(thiomorpholine) C=C(CCN1CCSCC1)C(CCN1CCSCC1)=C